C(C)N1CCN(CC1)C1=C(C=C(C=C1)C(=O)N1CCC(CC1)C1=CC=C(C=C1)OC=1N=NC(=CC1)C(F)(F)F)NS(=O)(=O)CC1=C(C=CC=C1)F N-(2-(4-ethylpiperazin-1-yl)-5-(4-(4-((6-(trifluoromethyl)pyridazin-3-yl)oxy)phenyl)piperidine-1-carbonyl)phenyl)-1-(2-fluorophenyl)methanesulfonamide